N1=CN=CC2=CC=C3C(=C12)NC(CO3)=O 8H-[1,4]oxazino[2,3-h]quinazolin-9(10H)-one